2-amino(2H4)ethanol NC(C(O)([2H])[2H])([2H])[2H]